12-methoxy-6H-tribenzo[c,f,H]chromen-6-one COC=1C=CC=2C(=COC3=C4C(C5=C(C23)C=CC=C5)=CC(C=C4)=O)C1